chloro-4-propoxybenzonitrile ClC1=C(C#N)C=CC(=C1)OCCC